N[C@H](C)C(=O)N([S@](=O)C=1C=C(C=CC1)NC(=O)C1=C(N=NC(=C1C)C(F)(F)F)OC=1C(=NC(=CC1)F)C)C N-(3-((R)-N-(D-alanyl)-S-methylamino-sulfinyl)phenyl)-3-((6-fluoro-2-methylpyridin-3-yl)oxy)-5-methyl-6-(trifluoromethyl)pyridazine-4-carboxamide